BrCC=1CCC(CC1C1=C(C=C(C=C1)Cl)F)(C)C 6-(bromomethyl)-4'-chloro-2'-fluoro-3,3-dimethyl-2,3,4,5-tetrahydro-1,1'-biphenyl